3-(4-methoxyphenyl)-6,6-dimethyl-5-m-methylphenyl-piperidin-2-one COC1=CC=C(C=C1)C1C(NC(C(C1)C1=CC(=CC=C1)C)(C)C)=O